C(CCC)C1=C(C(=C(C(=N1)O)C(=O)N1CCN(CC1)CC1=C(C(=CC=C1)F)F)O)C1=C(C=CC=C1OC)OC 6-butyl-3-{4-[(2,3-difluorophenyl)methyl]piperazine-1-carbonyl}-5-(2,6-dimethoxyphenyl)pyridine-2,4-diol